4-[[4-[[(1S)-2-hydroxy-1-phenyl-ethyl]amino]-5-(1,3,4-oxadiazol-2-yl)pyrimidin-2-yl]amino]-N,N-dimethyl-benzamide OC[C@H](C1=CC=CC=C1)NC1=NC(=NC=C1C=1OC=NN1)NC1=CC=C(C(=O)N(C)C)C=C1